8-Cyclopentyl-N-(3-fluoro-5-(1-(6-(trifluoromethyl)pyridin-3-yl)-1H-pyrazol-4-yl)benzyl)-7H-Purine-6-carboxamide C1(CCCC1)C1=NC2=NC=NC(=C2N1)C(=O)NCC1=CC(=CC(=C1)C=1C=NN(C1)C=1C=NC(=CC1)C(F)(F)F)F